CN1[C@@H](C2=CC=C(C=C2CC1)N(C1=CC=C(C=C1)C)C)CNC1=C(C(=O)OC)C=CN=C1 methyl (S)-3-(((2-methyl-6-(methyl(p-tolyl)amino)-1,2,3,4-tetrahydroisoquinolin-1-yl)methyl)amino)isonicotinate